3-(4-(3,5-dimethylpiperazin-1-yl)phenyl)-1H-1,2,4-triazole-3,5-diamine CC1CN(CC(N1)C)C1=CC=C(C=C1)C1(NNC(=N1)N)N